(3S*,3aS*,6R*,7R*,7aS*)-N,7-dibenzyl-1-isopentyloctahydro-3aH-3,6-methanopyrrolo[3,2-b]pyridine-3a-carboxamide C(C1=CC=CC=C1)NC(=O)[C@@]12NC[C@H]3[C@H]([C@@H]1N(C[C@@H]2C3)CCC(C)C)CC3=CC=CC=C3 |o1:10,13,14,15,18|